FC1(C(C2=C(C=CC(=C2C1)OCC1CC(C1)F)SC(F)(F)F)O)F 2,2-difluoro-4-((3-fluorocyclobutyl)methoxy)-7-(trifluoromethylsulfanyl)-2,3-dihydro-1H-inden-1-ol